C(CCCCCCCCCC)[N+]1(C=NCC1)CCO undecylhydroxyethylimidazolinium